3-(dimethylcarbamoyl)-2-methylidenepropanoic acid CN(C(=O)CC(C(=O)O)=C)C